4,4,5,5-tetramethyl-2-{4-(benzoxazole-2-yl)phenyl}-1,3,2-dioxaborolane CC1(OB(OC1(C)C)C1=CC=C(C=C1)C=1OC2=C(N1)C=CC=C2)C